2-(4-(Benzyloxy)-1-(4-fluoro-3-methoxyphenyl)-1H-indol-2-yl)-2-methylpropan-1-ol C(C1=CC=CC=C1)OC1=C2C=C(N(C2=CC=C1)C1=CC(=C(C=C1)F)OC)C(CO)(C)C